BrCC=1C(=NN(C1)C1=CC=CC=C1)C1=CC=C(C=C1)OC (bromomethyl)-3-(4-methoxyphenyl)-1-phenyl-1H-pyrazole